(+/-)-methyl 4-(((3S,4R)-1-(tert-butoxycarbonyl)-3-fluoropiperidin-4-yl)amino)-1-(2,2,2-trifluoroethyl)-1H-indole-2-carboxylate C(C)(C)(C)OC(=O)N1C[C@@H]([C@@H](CC1)NC1=C2C=C(N(C2=CC=C1)CC(F)(F)F)C(=O)OC)F |r|